ClC1=CC=C(CC2C[C@H](NC2)C(=O)O)C=C1 γ-(4-chloro-benzyl)-proline